ClC1=CC=C2C(=N1)C(=CN2)NC2=NC1=C(N2C)C=C(C=C1)C(F)(F)F N-(5-Chloro-1H-pyrrolo[3,2-b]pyridine-3-yl)-1-methyl-6-(trifluoromethyl)-1H-benzo[d]imidazole-2-amine